cis-methyl-1-((5-(4-fluoro-3-(trifluoromethyl)phenyl)-1,2,4-oxadiazol-3-yl)methyl)-2-methylpiperidine-4-carboxylate COC(=O)[C@@H]1C[C@@H](N(CC1)CC1=NOC(=N1)C1=CC(=C(C=C1)F)C(F)(F)F)C